3-{ethyl[4-(2-oxo-3,6-dihydro-2H-1,3,4-oxadiazin-5-yl)-2-(trifluoromethyl)phenyl]amino}propanenitrile C(C)N(CCC#N)C1=C(C=C(C=C1)C1=NNC(OC1)=O)C(F)(F)F